(P)-N-(ISOXAZOL-3-YL)-1-(2-METHOXY-4-((1S,2S)-2-(TRIFLUOROMETHYL)CYCLOPROPYL)PHENYL)-N-(4-METHOXYBENZYL)-2-OXO-1,2-DIHYDROQUINOLINE-6-SULFONAMIDE O1N=C(C=C1)N(S(=O)(=O)C=1C=C2C=CC(N(C2=CC1)C1=C(C=C(C=C1)[C@@H]1[C@H](C1)C(F)(F)F)OC)=O)CC1=CC=C(C=C1)OC